1-chloro-6-hydroxy-3,4-dihydro-naphthalene-2-carbaldehyde ClC1=C(CCC2=CC(=CC=C12)O)C=O